(S)-2-(3-Cyclopropyl-1-methyl-4-oxo-1,4-dihydro-5H-pyrazolo[3,4-d]pyridazin-5-yl)-N-(1-(4-(trifluoromethyl)phenyl)ethyl)acetamid C1(CC1)C1=NN(C=2C=NN(C(C21)=O)CC(=O)N[C@@H](C)C2=CC=C(C=C2)C(F)(F)F)C